CC/C(=C/CC)/P(O)=O (Z)-3-hexen-3-yl-phosphinic acid